(Tert-Butoxycarbonyl)(3-chloro-4-methoxypyrazolo[1,5-a]pyridin-5-yl)carbamic acid tert-butyl ester C(C)(C)(C)OC(N(C1=C(C=2N(C=C1)N=CC2Cl)OC)C(=O)OC(C)(C)C)=O